COC1=CC=CN=N1 6-methoxypyridazine